(S)-1-Methyl-2-((3-(1-(4-morpholinophenyl)-2-oxo-1,2-dihydro-3H-imidazo[4,5-b]pyridin-3-yl)pyrrolidin-1-yl)methyl)-1H-imidazole-5-carboxylic Acid CN1C(=NC=C1C(=O)O)CN1C[C@H](CC1)N1C(N(C=2C1=NC=CC2)C2=CC=C(C=C2)N2CCOCC2)=O